4-methylcyclohexyl-(2-morpholinoethyl)-2-oxo-1,2-dihydro-1,8-naphthyridine-3-carboxamide CC1CCC(CC1)C1=C(C(N(C2=NC=CC=C12)CCN1CCOCC1)=O)C(=O)N